C(C)N1C[C@@H](CC1)CCNC1=C(C=CC=C1)S(=O)(=O)NC1=C(C2=C([C@@H]3[C@H](CO2)C3)C=C1)C(=O)O |&1:24,25| (1aRS,7bSR)-5-{2-[2-((R)-1-ethylpyrrolidin-3-yl)ethylamino]-benzenesulfonylamino}-1,1a,2,7b-tetrahydrocyclopropa-[c]benzopyran-4-carboxylic acid